C(C)(C)C1=C(C(=CC(=C1)C(C)C)C(C)C)S(=O)(=O)NN 2,4,6-triisopropylbenzenesulfonylhydrazine